((6-(6,7-dimethoxyquinazolin-4-yl)pyridin-3-yl)methyl)(imino)(methyl)-λ6-sulfanone COC=1C=C2C(=NC=NC2=CC1OC)C1=CC=C(C=N1)CS(=O)(C)=N